N-benzyl-saccharin C(C1=CC=CC=C1)N1S(=O)(=O)C2=CC=CC=C2C1=O